N-[2-(2-methoxy-5-nitro-phenoxy)ethyl]pyridinium COC1=C(OCC[N+]2=CC=CC=C2)C=C(C=C1)[N+](=O)[O-]